ClC=1C=C(C=CC1)C(C)N(C(O)=O)C1=CC2=C(C=N1)N=CN2CC=2N=C1N(C=C(C=C1)C1CC1)C2.N2(C=NC=C2)CC(=O)NN 2-(1H-imidazol-1-yl)acethydrazide 1-(3-chlorophenyl)ethyl-(1-((6-cyclopropylimidazo[1,2-a]pyridin-2-yl)methyl)-1H-imidazo[4,5-c]pyridin-6-yl)carbamate